FC=1C=C(CN2C(=NC3=C2C=CC=C3)C3CCN(CC3)C(=O)C=3C=CC=C2C(=NN(C32)C)C3=CC(=CC=C3)F)C=CC1 (4-(1-(3-fluorobenzyl)-1H-benzo[d]imidazol-2-yl)piperidin-1-yl)(3-(3-fluorophenyl)-1-methyl-1H-indazol-7-yl)methanone